1,4-bis((2-octyl)dodecyloxy)-2,5-dibromomethylbenzene CC(CCCCCC)CCCCCCCCCCCCOC1=C(C=C(C(=C1)CBr)OCCCCCCCCCCCCC(C)CCCCCC)CBr